(3R)-3-hydroxy-2-pyrrolidinone O[C@H]1C(NCC1)=O